2-(hydroxyimino)butanoic anhydride ON=C(C(=O)OC(C(CC)=NO)=O)CC